1-ethyl-5-(trifluoromethoxy)-1H-1,3-benzodiazol C(C)N1C=NC2=C1C=CC(=C2)OC(F)(F)F